FC1=C(C(=CC=C1)[N+](=O)[O-])N1CCC(CC1)CN1CC(OC(C1)C)C 4-((1-(2-fluoro-6-nitrophenyl)piperidin-4-yl)methyl)-2,6-dimethylmorpholine